4-((2'S,3S,4'S,5'R)-1-(3-carboxypropyl)-6-chloro-4'-(3-chloro-2-fluorophenyl)-2'-neopentyl-spiro[indoline-3,3'-pyrrolidine]-5'-carboxamido)-3-methoxybenzoic acid C(=O)(O)CCCN1C[C@@]2([C@@H](N[C@H]([C@@H]2C2=C(C(=CC=C2)Cl)F)C(=O)NC2=C(C=C(C(=O)O)C=C2)OC)CC(C)(C)C)C2=CC=C(C=C12)Cl